Cl.ClC1=CC=C(C=C1)C1=NNC(C1)C1=CC=C(C=C1)Cl 3,5-bis(4-chlorophenyl)-4,5-dihydro-1H-pyrazole hydrochloride